C(C)C(COC(C=C(C(=O)O)CC(=O)O)=O)CCCC aconitic acid mono(2-ethylhexyl) ester